5-Bromo-2-[1-(3-methoxyphenyl)prop-1-en-2-yl]phenol BrC=1C=CC(=C(C1)O)C(=CC1=CC(=CC=C1)OC)C